ClC1=CC2=C(N(C(=N2)C(C(F)F)=O)CC2=CC=C(C=C2)C=2OC(=NN2)C(F)F)C=C1Cl 1-(5,6-dichloro-1-(4-(5-(difluoromethyl)-1,3,4-oxadiazol-2-yl)benzyl)-1H-benzo[d]imidazol-2-yl)-2,2-difluoroethanone